C1(CCCCC1)NC(=O)C1=CC=CC=2NC(=NC21)C2=CC=NC=C2 N-cyclohexyl-2-(pyridin-4-yl)-1H-benzo[d]imidazole-4-carboxamide